OCCC(C(=O)OCC)C ethyl 4-hydroxy-2-methylbutyrate